C(/C1=CC=CC=C1)=C(\C=O)/CCCCC (2E)-2-benzylideneheptanal